N[C@@]1(CN(CC1)C1=C(C=NC(=C1C1=CC(=CC(=C1)F)F)OC)C(=O)NC1CCC(CC1)(F)F)C 4-[(3S)-3-amino-3-methylpyrrolidin-1-yl]-N-(4,4-difluorocyclohexyl)-5-(3,5-difluorophenyl)-6-methoxypyridine-3-carboxamide